FC1=C(C=CC(=C1)OC1=CC=CC=C1)NC=1C2=C(N=CN1)C=CC(=N2)N2CCN(CC2)C(C=C)=O 1-(4-(4-((2-Fluoro-4-phenoxyphenyl)amino)pyrido[3,2-d]pyrimidin-6-yl)piperazin-1-yl)prop-2-en-1-one